1,3-dimethylvinylurea CC(=C)NC(=O)NC